C(C)C1=NC(=NC=C1C(=O)O)Cl ethyl-2-chloropyrimidine-5-carboxylic acid